NC=1C=C(C=C(C1)N)F 3,5-diaminofluorobenzene